3''-chloro-4''-((5-(trifluoromethyl)pyridin-2-yl)methoxy)-3-(2-hydroxypropane-2-yl)-5',6''-dimethyl-2H,2''H-[1,2':4',1''-terpyridine] ClC=1CN(C(=CC1OCC1=NC=C(C=C1)C(F)(F)F)C)C1=CC(=NC=C1C)N1CC(=CC=C1)C(C)(C)O